C(C)(C)(C)OC(=O)N1C[C@@H](N(CC1)CC1=NC(=NO1)C)C (S)-3-methyl-4-((3-methyl-1,2,4-oxadiazol-5-yl)methyl)piperazine-1-carboxylic acid tert-butyl ester